CCN(CC)C(=O)[C@H]1CN([C@@H]2CC3=CNC4=CC=CC(=C34)C2=C1)C The molecule is an ergoline alkaloid arising from formal condensation of lysergic acid with diethylamine. It has a role as a hallucinogen, a serotonergic agonist and a dopamine agonist. It is an ergoline alkaloid, an organic heterotetracyclic compound and a monocarboxylic acid amide. It derives from a lysergamide.